FC(CNC(C1=C(C=C(C=C1OC)N1C=NC2=C1C=CC(=C2)C=2C=NN(C2)C)OC)=O)F N-(2,2-difluoroethyl)-2,6-dimethoxy-4-[5-(1-methylpyrazol-4-yl)benzimidazol-1-yl]benzamide